C1(=CC=C(C=C1)C1=CC=CC=2C3=C(OC21)C(=CC=C3)C=3C=C(C=CC3)C3=NC(=NC(=N3)C3=CC=CC=C3)C3=CC=CC=C3)C3=CC=CC=C3 2-[3-(6-(1,1'-biphenyl-4-yl)dibenzofuran-4-yl)phenyl]-4,6-diphenyl-1,3,5-triazine